1-amino-5-bromobenzo[h]isoquinoline-8-carboxylic acid NC1=NC=CC2=C(C=C3C(=C12)C=CC(=C3)C(=O)O)Br